6-(4-((1s,3s)-1'-(4-chloro-3-fluorophenyl)-3-methoxy-1',2'-dihydrospiro[cyclopentane-1,3'-pyrrolo[3,2-b]pyridine]-5'-carbonyl)-3,3-dimethylpiperazin-1-yl)-2,4-dimethylnicotinic acid ClC1=C(C=C(C=C1)N1C[C@@]2(C3=NC(=CC=C31)C(=O)N3C(CN(CC3)C3=NC(=C(C(=O)O)C(=C3)C)C)(C)C)C[C@H](CC2)OC)F